1-(2-(((S)-1-cyclopropyl-2-hydroxyethyl)amino)pyrimidin-5-yl)-3-((R)-1-(5,7-difluoro-3-methylbenzofuran-2-yl)-2,2,2-trifluoroethyl)urea C1(CC1)[C@@H](CO)NC1=NC=C(C=N1)NC(=O)N[C@@H](C(F)(F)F)C=1OC2=C(C1C)C=C(C=C2F)F